2-[5-(Methoxymethoxy)pyridin-3-yl]pyrimidine methyl-O-(tert-butyldimethylsilyl)-N-(2-(4-((tetrahydro-2H-pyran-4-carboxamido)methyl)piperidin-1-yl)thiazole-4-carbonyl)-L-serinate COC([C@@H](NC(=O)C=1N=C(SC1)N1CCC(CC1)CNC(=O)C1CCOCC1)CO[Si](C)(C)C(C)(C)C)=O.COCOC=1C=C(C=NC1)C1=NC=CC=N1